ClC=1N=C(NC1[C@H](COCCCC(=O)C1=NOC=C1)NC(CN(C)C)=O)C1=CC=C(C=C1)F N-[(1R)-1-[4-chloro-2-(4-fluorophenyl)-1H-imidazol-5-yl]-2-(4-isoxazol-3-yl-4-oxobutoxy)ethyl]-N~2~,N~2~-dimethylglycinamide